NC=1C=C(CNC2=C3N=CN(C3=NC=N2)[C@H]2[C@@H](O)[C@H](O)[C@H](O2)CO)OC1 6-(4-Aminofurfurylamino)-9-β-D-arabinofuranosylpurin